2-((tert-Butyldimethylsilyl)oxy)-1-phenylethan-1-ol [Si](C)(C)(C(C)(C)C)OCC(O)C1=CC=CC=C1